6,10-dimethyl-5,9-undecadien-2-ol CC(=CCCC(C)O)CCC=C(C)C